IC1C(N(C=2N(CC1)N=C(C2C)C)C)=O 6-iodo-2,3,4-trimethyl-7,8-dihydro-4H-pyrazolo[1,5-a][1,3]diazepin-5(6H)-one